Cl.N1(CC(NCC1)C(=O)OC)C(=O)OCC1=CC=CC=C1 1-benzyl 3-methyl piperazine-1,3-dicarboxylate hydrochloride